N1C(CS(CC1)(=O)=O)=O thiomorpholine-3-one 1,1-dioxide